tert-butyl (5-chloro-2-fluoro-3-((5-fluoro-3-methyl-4-oxo-3,4-dihydroquinazolin-6-yl)amino)phenyl)carbamate ClC=1C=C(C(=C(C1)NC(OC(C)(C)C)=O)F)NC=1C(=C2C(N(C=NC2=CC1)C)=O)F